FC1=NC(=CC(=C1)NC1=CC=C(C(=N1)C(=O)NC1(CC1)C)OC)F 6-[(2,6-difluoro-4-pyridinyl)amino]-3-methoxy-N-(1-methylcyclopropyl)pyridine-2-carboxamide